ClC1=CC=C(C[C@@H]2N(C[C@@H](OC2)C)C2CCN(CC2)C(=NC#N)[S-])C=C1 4-((2S,5S)-5-(4-chlorobenzyl)-2-methylmorpholino)-N-cyanopiperidine-1-carbimidothioate